C(CCCCCCC\C=C/C\C=C/CCCCC)(=O)OCC(COC(CC12CC3CC(CC(C1)C3)C2)=O)COC(CCCCN(C)C)=O 3-(2-((3r,5r,7r)-adamantan-1-yl)acetoxy)-2-(((5-(dimethylamino)pentanoyl)oxy)methyl)propyl (9Z,12Z)-octadeca-9,12-dienoate